C1(CCCCC1)C1=CC=C(C=C1)NC=1C2=C(N=C(N1)N1C[C@H](OCC1)C)C(OC2)=O (R)-4-((4-cyclohexylphenyl)amino)-2-(2-methylmorpholino)furo[3,4-d]pyrimidin-7(5H)-one